tert-butyl 7-((2-fluoro-6-(trifluoromethyl) benzyl) oxy)-3,4-dihydroisoquinoline-2(1H)-carboxylate FC1=C(COC2=CC=C3CCN(CC3=C2)C(=O)OC(C)(C)C)C(=CC=C1)C(F)(F)F